N1=CC(=CC=C1)C1=CN=CC=N1 6-(pyridin-3-yl)pyrazine